Quinolin-3-amine di(trifluoroacetate) FC(C(=O)O)(F)F.FC(C(=O)O)(F)F.N1=CC(=CC2=CC=CC=C12)N